O=CC(CC)O Oxobutan-2-ol